C(#N)C1=C(C=C2N(CCN(C2=C1)C1=C2C=C(C(N(C2=CC(=C1)OC)C)=O)C)C)N1CCC(CC1)C(=O)NCCO 1-(7-Cyano-1-(7-methoxy-1,3-dimethyl-2-oxo-1,2-dihydroquinolin-5-yl)-4-methyl-1,2,3,4-tetrahydroquinoxalin-6-yl)-N-(2-hydroxyethyl)piperidine-4-carboxamide